4-((3-phenyl-1-(4-(2,2,2-trifluoro-1-hydroxyethyl)thiazol-2-yl)-1H-pyrazol-4-yl)methyl)benzenesulfonamide C1(=CC=CC=C1)C1=NN(C=C1CC1=CC=C(C=C1)S(=O)(=O)N)C=1SC=C(N1)C(C(F)(F)F)O